tert-butyl (3R,5S)-3-amino-5-[[4-[7-methylsulfonyl-1-(2-trimethylsilylethoxymethyl)indol-3-yl]-5-(trifluoromethyl)pyrimidin-2-yl]amino]piperidine-1-carboxylate N[C@H]1CN(C[C@H](C1)NC1=NC=C(C(=N1)C1=CN(C2=C(C=CC=C12)S(=O)(=O)C)COCC[Si](C)(C)C)C(F)(F)F)C(=O)OC(C)(C)C